2,2-difluoroethyl(trans-4-((4-(4-chloro-1H-pyrazol-3-yl)-5-cyanopyrimidin-2-yl)amino)cyclohexyl)(1-(2-methoxypyrimidin-5-yl)-1H-pyrazol-4-yl)carbamate FC(COC(N(C=1C=NN(C1)C=1C=NC(=NC1)OC)[C@@H]1CC[C@H](CC1)NC1=NC=C(C(=N1)C1=NNC=C1Cl)C#N)=O)F